7-(methylamino)-5-((1-(oxazol-2-yl)-2-oxo-1,2-dihydropyridin-3-yl)amino)pyrazolo[1,5-a]pyrimidine-3-carboxamide CNC1=CC(=NC=2N1N=CC2C(=O)N)NC=2C(N(C=CC2)C=2OC=CN2)=O